2-Amino-5-nitrobenzoic acid NC1=C(C(=O)O)C=C(C=C1)[N+](=O)[O-]